C1(=CC=CC=C1)CS(=O)(=O)OC1=C(OC(C1=O)C1=C(C=CC(=C1)F)F)N 2-amino-5-(2,5-difluorophenyl)-4-oxo-4,5-dihydrofuran-3-yl phenylmethanesulfonate